Ethyl 2-(7-(4-chlorophenyl)-9-methoxy-2-methyl-3-oxo-2,3,5,7-tetrahydrobenzo[5,6]oxepino[4,3-c]pyridin-5-yl)acetate ClC1=CC=C(C=C1)C1C2=C(C3=CN(C(C=C3C(O1)CC(=O)OCC)=O)C)C=CC(=C2)OC